(5-((4-(2,5-dimethylthiazol-4-yl)pyrimidin-2-yl)amino)-1H-indol-2-yl)(3-methylpiperidin-1-yl)methanone CC=1SC(=C(N1)C1=NC(=NC=C1)NC=1C=C2C=C(NC2=CC1)C(=O)N1CC(CCC1)C)C